tetrabutylammonium 2-(4-fluorophenyl)ethylsulfate FC1=CC=C(C=C1)CCOS(=O)(=O)[O-].C(CCC)[N+](CCCC)(CCCC)CCCC